tert-butyl 4-(5-bromo-2-thienyl)-4-methoxy-piperidine-1-carboxylate BrC1=CC=C(S1)C1(CCN(CC1)C(=O)OC(C)(C)C)OC